4-((4-((2-methoxy-3-(1-methyl-1H-1,2,4-triazol-3-yl)phenyl)amino)-5-propionylpyridin-2-yl)amino)-1-phenylpyrimidin-2(1H)-one COC1=C(C=CC=C1C1=NN(C=N1)C)NC1=CC(=NC=C1C(CC)=O)NC1=NC(N(C=C1)C1=CC=CC=C1)=O